N-((1-fluorocyclohexyl)methyl)-5-(3-fluoroimidazo[1,2-a]pyridin-6-yl)-7H-pyrrolo[2,3-d]pyrimidin-2-amine FC1(CCCCC1)CNC=1N=CC2=C(N1)NC=C2C=2C=CC=1N(C2)C(=CN1)F